5-Methyl-2-(((1R,3s,5S)-3-(4-methylpiperidin-1-yl)-8-azabicyclo[3.2.1]octan-8-yl)sulfonyl)-5,6,7,8-tetrahydroimidazo[1,2-a]pyridine CC1CCCC=2N1C=C(N2)S(=O)(=O)N2[C@H]1CC(C[C@@H]2CC1)N1CCC(CC1)C